CC1=C(OC2=C(C(=C(C=C2)O)OC2=C(C=CC=C2)C)OC2=C(C=CC=C2)C)C=CC=C1 tri(methylphenoxy)phenol